ClC1=NC=C2C(=N1)N(N=C2)C=CC(=O)N 3-(6-chloropyrazolo[3,4-d]pyrimidin-1-yl)propenamide